1-(4-((4-((5-(isoxazol-4-yl)-2-methoxyphenyl)amino)-7-methoxyquinazolin-6-yl)oxy)piperidin-1-yl)prop-2-en-1-one O1N=CC(=C1)C=1C=CC(=C(C1)NC1=NC=NC2=CC(=C(C=C12)OC1CCN(CC1)C(C=C)=O)OC)OC